3-fluoro-4-(methoxycarbonyl)pyridine 1-oxide FC=1C=[N+](C=CC1C(=O)OC)[O-]